BrC=1C=C(C=CC1N1C[C@H](CC1)O)S(=O)(=O)N1CCC12CN(C2)C(=O)OC(C)(C)C tert-butyl (S)-1-((3-bromo-4-(3-hydroxypyrrolidin-1-yl)phenyl)sulfonyl)-1,6-diazaspiro[3.3]heptane-6-carboxylate